vinylbis(methoxy)phenylsilane tert-butyl-N-[(2,4-dimethoxyphenyl)methyl]-N-[3-(trifluoromethyl)-6,7-dihydro-5H-thieno[3,2-b]pyran-6-yl]carbamate C(C)(C)(C)OC(N(C1CC2=C(OC1)C(=CS2)C(F)(F)F)CC2=C(C=C(C=C2)OC)OC)=O.C(=C)[Si](C2=CC=CC=C2)(OC)OC